3-(6-(trifluoromethyl)pyridin-3-yl)propionamide FC(C1=CC=C(C=N1)CCC(=O)N)(F)F